CN1N=C(C2=CC=CC(=C12)OC1CCN(CC1)C(\C=C\C=1SC(=CC1)C)=O)C1C(NC(CC1)=O)=O (E)-3-(1-Methyl-7-((1-(3-(5-methylthiophen-2-yl)acryloyl)piperidin-4-yl)oxy)-1H-indazol-3-yl)piperidine-2,6-dione